5-(8-(7-Acetyl-3-(tetrahydro-2H-pyran-4-yl)-5,6,7,8-tetrahydroimidazo[1,5-a]pyrazin-1-yl)isoquinolin-3-yl)-N-(5-(2-(2,6-dioxopiperidin-3-yl)-1-oxoisoindolin-4-yl)pentyl)picolinamide C(C)(=O)N1CC=2N(CC1)C(=NC2C=2C=CC=C1C=C(N=CC21)C=2C=CC(=NC2)C(=O)NCCCCCC2=C1CN(C(C1=CC=C2)=O)C2C(NC(CC2)=O)=O)C2CCOCC2